FC1(CN(C1)C1CCC(CC1)NC(=O)C1=CC2=C(N(N=C2C)CC(C)(C)C)S1)F N-((1r,4r)-4-(3,3-difluoroazetidin-1-yl)cyclohexyl)-3-methyl-1-neopentyl-1H-thieno[2,3-c]pyrazole-5-carboxamide